COC(C1=C(C(=CC=C1)F)CN)=O (aminomethyl)-3-fluorobenzoic acid methyl ester